1-(4-(2-(3-isopropoxyphenyl)-1,3-selenazol-5-yl)benzyl)azetidine-3-carboxylic acid methyl ester COC(=O)C1CN(C1)CC1=CC=C(C=C1)C1=CN=C([Se]1)C1=CC(=CC=C1)OC(C)C